C(C1=CC=CC=C1)OC(=O)N1CCC(CC1)CCOC([2H])([2H])C1CCNCC1 4-(2-(piperidin-4-ylmethoxy-d2)ethyl)piperidine-1-carboxylic acid benzyl ester